methyl 3-methylbenzofuran-6-carboxylate CC1=COC2=C1C=CC(=C2)C(=O)OC